OC1=NC(=NC(=C1)O)S 4,6-dihydroxy-2-sulfanylpyrimidine